C1=CC=CC2=C1C1=CC=3N(C4=CC=CC=C4C3C=C1S2)C2=C(C(=C(C(=C2C#N)N2C1=CC=CC=C1C=1C=C3C(=CC21)C2=C(S3)C=CC=C2)C2=CC=CC=C2)N2C3=CC=CC=C3C=3C=CC=CC23)C2=CC=CC=C2 4',6'-bis(11H-benzo[4,5]thieno[3,2-b]carbazol-11-yl)-2'-(9H-carbazol-9-yl)-[1,1':3',1''-terphenyl]-5'-carbonitrile